C(#N)C1=CC=C(C=C1)C1=CN=CC2=C1OCCN2C(CNC(C2=CC=C(C=C2)F)=O)=O N-(2-(8-(4-Cyanophenyl)-2,3-dihydro-4H-pyrido[4,3-b][1,4]oxazin-4-yl)-2-oxoethyl)-4-fluorobenzamide